6-chloro-8-(3,3-difluoro-4-methylpyrrolidin-1-yl)-3-fluoroimidazo[1,2-b]pyridazine ClC=1C=C(C=2N(N1)C(=CN2)F)N2CC(C(C2)C)(F)F